4-Chloro-6-(3-methoxy-2-methylphenyl)-5-(5-methoxypyridin-2-yl)-2-(1-methyl-1H-imidazol-2-yl)pyrrolo[2,1-f][1,2,4]triazine ClC1=NC(=NN2C1=C(C(=C2)C2=C(C(=CC=C2)OC)C)C2=NC=C(C=C2)OC)C=2N(C=CN2)C